ethyl 2-(4-cyclohexylphenyl)acetate C1(CCCCC1)C1=CC=C(C=C1)CC(=O)OCC